5-{4-[2-(2-ethoxyethoxy)ethoxy]phenyl}-2-[4,7,10-tris(2-t-butoxy-2-oxoethyl)-1,4,7,10-tetraazacyclododec-1-yl]pentanoic acid ethyl ester C(C)OC(C(CCCC1=CC=C(C=C1)OCCOCCOCC)N1CCN(CCN(CCN(CC1)CC(OC(C)(C)C)=O)CC(OC(C)(C)C)=O)CC(=O)OC(C)(C)C)=O